N-[3-(tert-butylsulfamoyl)-4-(2-piperazin-1-ylthiazol-5-yl)phenyl]acetamide C(C)(C)(C)NS(=O)(=O)C=1C=C(C=CC1C1=CN=C(S1)N1CCNCC1)NC(C)=O